FC1=C(C=C(C=C1)NC(=O)C=1N(C=C2C1OCC1C(NS2(=O)=O)CN(C1)C(C(=O)OC)=O)C)C Methyl 2-(8-((4-fluoro-3-methylphenyl)carbamoyl)-7-methyl-5,5-dioxido-3a,4,10,10a-tetrahydro-1H,7H-dipyrrolo[3,4-b:3',4'-f][1,4,5]oxathiazocin-2(3H)-yl)-2-oxoacetate